(1S)-1-[4-[1-methyl-4-(trifluoromethyl)imidazol-2-yl]phenyl]ethanamine CN1C(=NC(=C1)C(F)(F)F)C1=CC=C(C=C1)[C@H](C)N